(2R,5S)-4-(7-benzyl-2-hydroxy-5,6,7,8-tetrahydropyrido[3,4-d]pyrimidin-4-yl)-2,5-dimethylpiperazine-1-carboxylic acid tert-butyl ester C(C)(C)(C)OC(=O)N1[C@@H](CN([C@H](C1)C)C=1C2=C(N=C(N1)O)CN(CC2)CC2=CC=CC=C2)C